tetramethyldisilyl-(tetramethylcyclopentadienyl)-(trimethylsilylmethyl-cyclopentadienyl)hafnium dichloride [Cl-].[Cl-].C[Hf](C1(C=CC=C1)C[Si](C)(C)C)(C1(C(=C(C(=C1)C)C)C)C)([SiH3])([SiH3])(C)(C)C